C(C1=CC=CC=C1)NC(=O)[C@]12[C@@H]([C@@H]3[C@H](C(N1)=O)[C@@H](CN3CC3=CC=C(C=C3)O)C2)CC(C)C |o1:10,11,12,13,17| (3S*,3aR*,6S*,7R*,7aR*)-N-benzyl-1-(4-hydroxybenzyl)-7-isobutyl-4-oxooctahydro-6H-3,6-methanopyrrolo[3,2-c]pyridine-6-carboxamide